ClC=1C=C(C=CC1C(F)(F)F)N1C=NN(C1=O)CC1=CC(=C(OC(C(=O)O)(C)C)C(=C1)C)C 2-(4-((4-(3-chloro-4-(trifluoromethyl)phenyl)-5-oxo-4,5-dihydro-1H-1,2,4-triazole-1-yl)methyl)-2,6-dimethylphenoxy)-2-methylpropionic acid